((1r,2s)-2-fluorocyclopropyl)methanone F[C@@H]1[C@H](C1)C=O